N-((3R,4S)-4-((6-(2,6-difluoro-3,5-di-methoxyphenyl)-8-((2-methoxyethyl)amino)pyrido[3,4-d]pyrimidin-2-yl)amino)tetrahydrofuran-3-yl)acrylamide FC1=C(C(=C(C=C1OC)OC)F)C1=CC2=C(N=C(N=C2)N[C@H]2[C@H](COC2)NC(C=C)=O)C(=N1)NCCOC